NC=1C(=C(C=CC1Cl)O)Cl Amino-2,4-dichlorophenol